[Cl-].COC1=CC=C(OC[P+](C2=CC=CC=C2)(C2=CC=CC=C2)C2=CC=CC=C2)C=C1 [(4-methoxyphenoxy)methyl]triphenylphosphonium chloride